N-ethyl-N-[2-(5-fluoro-1H-indol-3-yl)ethyl]propan-1-amine hydrochloride Cl.C(C)N(CCC)CCC1=CNC2=CC=C(C=C12)F